3-Chlorophenethyl 2,4,6-tri-O-acetyl-3-deoxy-3-[4-(3,4,5-trifluorophenyl)-1H-1,2,3-triazol-1-yl]-1-thio-α-D-galactopyranoside C(C)(=O)O[C@H]1[C@@H](SCCC2=CC(=CC=C2)Cl)O[C@@H]([C@@H]([C@@H]1N1N=NC(=C1)C1=CC(=C(C(=C1)F)F)F)OC(C)=O)COC(C)=O